N-fluorenylmethoxycarbonyl-L-norleucine C1(=CC=CC=2C3=CC=CC=C3CC12)COC(=O)N[C@@H](CCCC)C(=O)O